FC(CO)(C1=NC=2N(C=C1)C(=C(N2)C2=NC(=NN2)C(F)(F)F)C2=CN=CN2)F 2,2-difluoro-2-[3-(1H-imidazol-5-yl)-2-[3-(trifluoromethyl)-1H-1,2,4-triazol-5-yl]imidazo[1,2-a]pyrimidin-7-yl]ethan-1-ol